C1(CC1)[C@H](C)NC(=O)C1=CN=C(O1)C1=CC(=CC=C1)C1=NN(C(=N1)C(N[C@@H](C)C1CC1)=O)CCO N-((S)-1-Cyclopropylethyl)-2-(3-(5-(((S)-1-Cyclopropylethyl)Carbamoyl)-1-(2-Hydroxyethyl)-1H-1,2,4-Triazol-3-Yl)Phenyl)Oxazole-5-Carboxamide